6-((1-((3-bromopyridin-2-yl)methyl)-3-oxoisoindolin-2-yl)methyl)oxazolo[4,5-b]pyridin-2(3H)-one BrC=1C(=NC=CC1)CC1N(C(C2=CC=CC=C12)=O)CC=1C=C2C(=NC1)NC(O2)=O